N[C@H]1CN(CCC1)C(=O)C1=CC=2N(C=C1)C(=C(N2)C=2N(C1=CC(=CC=C1C2)F)CC2CC2)C (R)-(3-aminopiperidin-1-yl)(2-(1-(cyclopropylmethyl)-6-fluoro-1H-indol-2-yl)-3-methylimidazo[1,2-a]pyridin-7-yl)methanone